FC(C)(C)C1CCC(CC1)CN1[C@@H]([C@H]([C@@H]([C@H](C1)O)O)O)C (2R,3R,4R,5S)-1-(((1s,4S)-4-(2-fluoroprop-2-yl)cyclohexyl)methyl)-2-methylpiperidine-3,4,5-triol